OC=1C=C(CCN)C=CC1O D-3,4-dihydroxyphenethylamine